OCCCOP(O)(=O)CCC(=O)NO (3-(hydroxyamino)-3-oxopropyl)phosphonic acid hydroxypropyl ester